Methyl 3-(methylcarbamoyloxy)methyl-4-nitrobenzoate CNC(=O)OCC=1C=C(C(=O)OC)C=CC1[N+](=O)[O-]